N,N'''-dipropyl-N,N',N'',N'''-tetramethyl(triethylenetetramine) C(CC)N(CCN(CCN(CCN(C)CCC)C)C)C